4-(1H-indol-3-yl)-N-[(1R,3S)-3-(8-methylsulfonyl-[1,2,4]triazolo[4,3-a]pyridin-3-yl)cyclohexyl]-5-(trifluoromethyl)pyrimidin-2-amin N1C=C(C2=CC=CC=C12)C1=NC(=NC=C1C(F)(F)F)N[C@H]1C[C@H](CCC1)C1=NN=C2N1C=CC=C2S(=O)(=O)C